FC(C(=O)O)(F)C1=C(C=CC(=C1)C(F)(F)F)F α,α,2-trifluoro-5-(trifluoromethyl)-phenylacetic acid